2-(3-(3,3-difluoro-1-((4-methyl-4H-1,2,4-triazol-3-yl)methyl)cyclobutyl)-phenyl)-4-(trifluoromethyl)isoindolin-1-one FC1(CC(C1)(CC1=NN=CN1C)C=1C=C(C=CC1)N1C(C2=CC=CC(=C2C1)C(F)(F)F)=O)F